4-[(3-Ethyloxybutan-3-yl)methoxy]butan-1-ol C(C)OC(CC)(C)COCCCCO